NC=1C=C2C(=NC1)N(C(N2CC)=O)C 6-amino-1-ethyl-3-methyl-1H-imidazo[4,5-b]pyridin-2(3H)-one